CC1(CNCCC1C1=CC=CC=C1)C 3,3-dimethyl-4-phenylpiperidine